6-(3-nitro-4-methoxyphenyl)-4,5-dihydro-5-methyl-3(2H)-pyridazinone [N+](=O)([O-])C=1C=C(C=CC1OC)C=1C(CC(NN1)=O)C